2-methyl-7-(2-oxopropyl)-12-phenylisoindolo[2,1-b]isoquinolin-5(7H)-one CC=1C=C2C(=C3N(C(C2=CC1)=O)C(C1=CC=CC=C13)CC(C)=O)C1=CC=CC=C1